C(C)SN=CC=1C(=CC(=C(C(=O)OC)C1)C)C(C)C Methyl 5-((ethylthio) (imino) methyl)-4-isopropyl-2-methylbenzoate